C(CCCCCCCCCCC)(=O)[O-].C(CCCCCCCCCCC)(=O)[O-].[Bi+2] bismuth dilaurate